N-(3-(4-(2,4-difluorobenzyloxy)-3-bromo-6-methyl-2-oxopyridin-1(2H)-yl)benzyl)acetamide FC1=C(COC2=C(C(N(C(=C2)C)C=2C=C(CNC(C)=O)C=CC2)=O)Br)C=CC(=C1)F